C1(=C(C=CC=C1)NC1=CC=2C(C3=CC=CC=C3C2C=C1)(C)C)C1=CC=CC=C1 N-([1,1'-biphenyl]-2-yl)-9,9-dimethyl-9H-fluorene-2-amine